amidinourea phosphate P(=O)(O)(O)O.C(N)(=N)NC(=O)N